COC=1C(OC(=CC1N[C@@H]1C[C@H](CC1)OC)C(=O)NC=1SC(=NN1)N1N=CC=C1C)=O 3-methoxy-4-(((1S,3S)-3-methoxycyclopentyl)amino)-N-(5-(5-methyl-1H-pyrazol-1-yl)-1,3,4-thiadiazol-2-yl)-2-oxo-2H-pyran-6-carboxamide